2,2'-{(8-benzyl-1,4,8-triazacycloundecane-1,4-diyl)bis[methylene(2-hydroxy-5-methyl-3,1-phenylene)methyleneazanediyl]}di(propane-1,3-diol) C(C1=CC=CC=C1)N1CCCN(CCN(CCC1)CC=1C(=C(C=C(C1)C)CNC(CO)CO)O)CC=1C(=C(C=C(C1)C)CNC(CO)CO)O